4,5-diamino-1-ethyl-3-hydroxy-methylpyrazole NC=1C(N(N(C1N)CC)C)O